FC1=NC=CC2=C1C[C@H]1CC[C@@H]2N1C1=CC=C(C=C1)OC (5S,8R)-1-fluoro-10-(4-methoxyphenyl)-6,7,8,9-tetrahydro-5H-5,8-epiminocyclohepta[c]pyridine